O=C1NC(CCC1N1C(C2=CC=C(C=C2C1)NC(OC1CCN(CC1)C1=C(C=C(C=C1C#N)C(C)(C)C1=CC=C(C=C1)OCC1=NC(=NC=C1)NS(=O)(=O)C)Cl)=O)=O)=O [1-[2-chloro-6-cyano-4-[1-[4-[[2-(methanesulfonamido)pyrimidin-4-yl]methoxy]phenyl]-1-methyl-ethyl]phenyl]-4-piperidyl] N-[2-(2,6-dioxo-3-piperidyl)-1-oxo-isoindolin-5-yl]carbamate